ClC=1C(=CC(=C(C(=O)NS(=O)(=O)[C@H]2[C@@H](C2)C2=CC=CC=C2)C1)F)OCC1CCCC1 5-chloro-4-(cyclopentylmethoxy)-2-fluoro-N-((trans-2-phenylcyclopropyl)sulfonyl)benzamide